OC1=C2[C@H]3[C@H](C(OC2=CC(=C1)CC#CCCCC#N)(C)C)CC=C(C3)C 7-[(6Ar,10aR)-1-hydroxy-6,6,9-trimethyl-6a,7,10,10a-tetrahydrobenzo[c]chromen-3-yl]hept-5-ynenitrile